3-(1,3-benzodioxol-5-yl)-N-ethyl-N-(3-methylsulfanylpropyl)prop-2-enamide O1COC2=C1C=CC(=C2)C=CC(=O)N(CCCSC)CC